tert-butyl 3-[[7-[2,4-difluoro-6-(2-methoxyethoxy)phenyl]-4-(1-methylindazol-5-yl)thieno[3,2-c]pyridin-6-yl]carbamoyl]pyrrolidine-1-carboxylate FC1=C(C(=CC(=C1)F)OCCOC)C=1C2=C(C(=NC1NC(=O)C1CN(CC1)C(=O)OC(C)(C)C)C=1C=C3C=NN(C3=CC1)C)C=CS2